C1(=CC=C(C=C1)C1=NC(=C(C=C1C(=O)C1=CC=CC=C1)C(=O)C1=CC=CC=C1)C1=CC=C(C=C1)C)C (2,6-di-p-tolylpyridine-3,5-diyl)bis(phenyl-methanone)